CC(C(=O)N1C[C@@H](N(C[C@H]1C)C=1C2=C(N=CN1)N(CC21CCC1)C1=NC=CC(=C1)C#N)C)(C)C 2-[4-[(2S,5R)-4-(2,2-dimethylpropanoyl)-2,5-dimethylpiperazin-1-yl]spiro[6H-pyrrolo[2,3-d]pyrimidine-5,1'-cyclobutane]-7-yl]pyridine-4-carbonitrile